8-fluoro-2-(methyl-d3)imidazo[1,2-a]pyridin-6-amine FC=1C=2N(C=C(C1)N)C=C(N2)C([2H])([2H])[2H]